C1(=CC=CC=C1)N1C2=CC=CC=C2C=2C=C(C=CC12)C=1C2=CC=CC=C2N=C2C=CC=CC12 N-phenyl-3-(9-acridinyl)-carbazole